5-(2-sec-butoxyphenyl)thio-3-(octahydroindolizin-7-yl)-1H-indole oxalate C(C(=O)O)(=O)O.C(C)(CC)OC1=C(C=CC=C1)SC=1C=C2C(=CNC2=CC1)C1CCN2CCCC2C1